(3R)-N-tert-butyl-1-{6-[5-(methoxymethoxy)-2-methyl-1,3-benzoxazol-6-yl]-1,2,4-triazin-3-yl}-N-methylpyrrolidin-3-amine C(C)(C)(C)N([C@H]1CN(CC1)C=1N=NC(=CN1)C1=CC2=C(N=C(O2)C)C=C1OCOC)C